3-acetamido-N-[(1s,4s)-4-{[6-chloro-2-(trifluoromethyl)quinolin-4-yl]amino}cyclohexyl]propanamide C(C)(=O)NCCC(=O)NC1CCC(CC1)NC1=CC(=NC2=CC=C(C=C12)Cl)C(F)(F)F